N(C(=O)N)C1C(NC(N1)=O)=O 5-ureidohydantoin